CN1C=CC(C=C1)=O 1-methylpyridine-4(1H)-one